C(C#CCC#CC=CCCCCCC)O tetradecene-2,5-diyne-1-ol